tert-butyl ((trans)-3-(hydroxymethyl)cyclobutyl)carbamate OC[C@@H]1C[C@H](C1)NC(OC(C)(C)C)=O